S-Isopropyl 2-(2-(1-(2,3-difluorobenzyl)-5-oxopyrrolidin-2-yl)acetamido)-3-methoxybutanethioate FC1=C(CN2C(CCC2=O)CC(=O)NC(C(SC(C)C)=O)C(C)OC)C=CC=C1F